3-methyl-2-benzoylmethylene-benzothiazoline CN1C(SC2=C1C=CC=C2)=CC(C2=CC=CC=C2)=O